C12CN(CC2C1)C1=C(C=C(C=C1)C1=NNC(OC1)=O)C(F)(F)F 5-[4-(3-azabicyclo[3.1.0]hexan-3-yl)-3-(trifluoromethyl)phenyl]-3,6-dihydro-2H-1,3,4-oxadiazin-2-one